2-(7-Cyclopropyl-1-isopropyl-4-oxo-pyrido[3,4-d]pyridazin-3-yl)-N-(2-oxaspiro[3.3]heptan-6-yl)acetamide C1(CC1)C1=CC2=C(C(N(N=C2C(C)C)CC(=O)NC2CC3(COC3)C2)=O)C=N1